tert-butyl 4-[(6-{3-[(3S)-3-(acetyloxy)-5-chloro-2,3-dihydro-1-benzofuran-7-sulfonamido]-2,6-difluorophenyl}-5-fluoroquinazolin-2-yl)amino]piperidine-1-carboxylate C(C)(=O)O[C@@H]1COC2=C1C=C(C=C2S(=O)(=O)NC=2C(=C(C(=CC2)F)C=2C(=C1C=NC(=NC1=CC2)NC2CCN(CC2)C(=O)OC(C)(C)C)F)F)Cl